5-((2-((3-methoxybenzyl)oxy)ethoxy)methyl)pyridin-2-amine COC=1C=C(COCCOCC=2C=CC(=NC2)N)C=CC1